C(C1=CC=CC=C1)(=O)C=1C(=NN(C1C1=CC=CC=C1)CC(C1=CC=CC=C1)=O)C(=O)OCC ethyl 4-benzoyl-1-(2-oxo-2-phenylethanyl)-5-phenyl-1H-pyrazole-3-carboxylate